BrC1=CC(=C2C(=N1)SC=N2)CCl 5-bromo-7-(chloromethyl)-[1,3]thiazolo[5,4-b]pyridine